C(C)(C)(C)OC(N(CCCO[Si](C)(C)C(C)(C)C)CCN)=O.CN1CCN(CC1)C1CCN(CC1)C=O (4-(4-methylpiperazine-1-yl)piperidin-1-yl)methanone tert-butyl-(2-aminoethyl)(3-((tert-butyldimethylsilyl)oxy)propyl)carbamate